5-((s)-1-(3-chloro-5-fluoro-2-((4-methoxy-phenoxy)methyl)phenyl)ethylamino)pentanoate ClC=1C(=C(C=C(C1)F)[C@H](C)NCCCCC(=O)[O-])COC1=CC=C(C=C1)OC